FC=1C=C(CN2C[C@H](CCC2)C(=O)OCC)C=CC1F Ethyl (S)-1-(3,4-difluorobenzyl)piperidine-3-carboxylate